diethyl ((E)-2-((2R,3S,4R,5S,6R)-6-(4-azidobenzyl)-3,4,5-trihydroxytetrahydro-2H-pyran-2-yl)vinyl)phosphonate N(=[N+]=[N-])C1=CC=C(C[C@@H]2[C@H]([C@H]([C@@H]([C@H](O2)/C=C/P(OCC)(OCC)=O)O)O)O)C=C1